[2H]C1=NC(=C2C(=N1)N=CN2)N adenine-2-D1